[Na+].O=C1C(O)=C([O-])[C@H](O1)[C@@H](O)CO ascorbate sodium salt